[Mo].C(CC)#N.C(CC)#N.C(CC)#N tripropionitrile molybdenum